FC(C1=CC=C(OC2=C3C=CC(=NC3=CC=C2)C#N)C=C1)(F)F 5-(4-(trifluoromethyl)phenoxy)quinoline-2-carbonitrile